1-(3-((3-(3-(4-fluorophenyl)azetidin-1-yl)pyrazin-2-yl)amino)azetidin-1-yl)prop-2-en-1-one FC1=CC=C(C=C1)C1CN(C1)C=1C(=NC=CN1)NC1CN(C1)C(C=C)=O